O.FC1=CC=C2C(=NN(C2=C1)C1=NC=C(C=N1)C(=O)N[C@@H]1CC[C@H](CC1)C(C)(C)O)C 2-(6-Fluoro-3-methyl-1H-indazol-1-yl)-N-(trans-4-(2-hydroxypropan-2-yl)cyclohexyl)pyrimidine-5-carboxamide monohydrate